N1=NC(=CC2=C1C1=C(CCC2)C=CC=C1)N1N=C(N=C1N)NC=1C=CC2=C(CCC(CC2)NCC(=O)O)C1 1-(6,7-dihydro-5H-benzo[6,7]cyclohepta[1,2-c]pyridazin-3-yl)-N3-(7-(carboxymethyl)amino-6,7,8,9-tetrahydro-5H-benzo[7]annulene-2-yl)-1H-1,2,4-triazole-3,5-diamine